C(N)(=O)[C@@H]1N(C[C@H](CC1)NC(COC1=CC(=C(C=C1)Cl)F)=O)C(=O)OC(C)(C)C tert-butyl (2R,5S)-2-carbamoyl-5-[2-(4-chloro-3-fluorophenoxy) acetamido]piperidine-1-carboxylate